C(C)(C)(C)OC(=O)N1CC2(C1)[C@H]([C@H](C2)O)C |r| Rac-(5R,6S)-6-hydroxy-5-methyl-2-azaspiro[3.3]heptane-2-carboxylic acid tert-butyl ester